BrC1=CC=C2C(=N1)N(C=N2)CC2=CC1=C(O[C@H]([C@@H](O1)C)C=1C=NC(=CC1)OC)C(=C2)OC |r| (+/-)-5-bromo-3-(((trans)-8-methoxy-2-(6-methoxypyridin-3-yl)-3-methyl-2,3-dihydrobenzo[b][1,4]dioxin-6-yl)methyl)-3H-imidazo[4,5-b]pyridine